FC(OC=1C=NC=C(C1N1C(N(C=2C=NC=3C=C(C(=CC3C21)C=2C=NN(C2)C)OC)C)=O)F)F 1-(3-Difluoromethoxy-5-fluoropyridin-4-yl)-7-methoxy-3-methyl-8-(1-methyl-1H-pyrazol-4-yl)-1,3-dihydroimidazo-[4,5-c]quinolin-2-one